[Al].[C@@H]1([C@H](CC=CC1)C(=O)O)C(=O)O cis-4-cyclohexene-1,2-dicarboxylic acid aluminum